2-(difluoromethyl)-5-(p-tolyl)-1,3,4-oxadiazole FC(C=1OC(=NN1)C1=CC=C(C=C1)C)F